C(#N)C1=CC(=C2C=NN(C2=C1)C1OCCCC1)C1=C(N=C(N1C)C1CC2(CN(C2)C(=O)OC(C)(C)C)C1)C=1C=C2C=NN(C2=CC1)C tert-butyl 6-[5-(6-cyano-1-tetrahydropyran-2-yl-indazol-4-yl)-1-methyl-4-(1-methylindazol-5-yl)imidazol-2-yl]-2-azaspiro[3.3]heptane-2-carboxylate